7-[[2-methyl-2-(prop-2-enoylamino)propanoyl]amino]heptanoic acid, sodium salt [Na+].CC(C(=O)NCCCCCCC(=O)[O-])(C)NC(C=C)=O